((2S,5R)-5-amino-2-methylpiperidin-1-yl)(2-(1-(cyclopropylmethyl)-6-methoxy-1H-pyrrolo[2,3-b]pyridin-2-yl)-7-methoxy-1-methyl-1H-benzo[d]imidazol-5-yl)methanone N[C@@H]1CC[C@@H](N(C1)C(=O)C1=CC2=C(N(C(=N2)C2=CC=3C(=NC(=CC3)OC)N2CC2CC2)C)C(=C1)OC)C